1-((3aS,4R,9bR)-4-(6-Bromobenzo[d][1,3]dioxol-5-yl)-3a,4,5,9b-tetrahydro-3H-cyclopenta[c]chinolin-8-yl)ethan-1-on BrC=1C(=CC2=C(OCO2)C1)[C@@H]1NC=2C=CC(=CC2[C@H]2[C@@H]1CC=C2)C(C)=O